P(=O)(OC([C@@H](N)[C@@H](C)CC)=O)([O-])[O-] isoleucyl monophosphate